Cl.N[C@@H](CC(=O)OC)C=1C=C(C=CC1)C1=C(C=C(C=C1OCCCC=C)F)C Methyl (S)-3-amino-3-(4'-fluoro-2'-methyl-6'-(pent-4-en-1-yloxy)-[1,1'-biphenyl]-3-yl)propanoate hydrochloride